NC1=C(C2=C(S1)CC(C21CNC1)(F)F)C#N 2-amino-5,5-difluoro-spiro[6H-cyclopenta[b]thiophene-4,3'-azetidine]-3-carbonitrile